(4-(dimethylamino)styryl)-N-ethylpyridinium iodide [I-].CN(C1=CC=C(C=CC2=[N+](C=CC=C2)CC)C=C1)C